((3s,5s,7s)-3,5,7-trifluoroadamantan-1-yl)methanone FC12CC3(CC(CC(C1)(C3)F)(C2)F)C=O